[(3R)-1-methyl-5-oxo-pyrrolidin-3-yl]-4-[3-[2-(cyclopropoxy)-5-methoxy-3-pyridyl]pyrazolo[1,5-a]pyrimidin-5-yl]piperazine-1-carboxylate CN1C[C@@H](CC1=O)OC(=O)N1CCN(CC1)C1=NC=2N(C=C1)N=CC2C=2C(=NC=C(C2)OC)OC2CC2